C(C1=CC=CC=C1)OC=1C=C2CCC(CC2=CC1)OB(O)O (6-(benzyloxy)-1,2,3,4-tetrahydronaphthalene-2-yl)boric acid